Cl.O1N=CC=C1C(=O)O isoxazole-5-carboxylic acid hydrochloride